CC1=C(C=2N(N=C1N1CC=3C=C(C=NC3CC1)N1CC3C(CC1)OCCC3)C(=NN2)C(F)(F)F)C 6-(6-(7,8-dimethyl-3-(trifluoromethyl)-[1,2,4]triazolo[4,3-b]pyridazin-6-yl)-5,6,7,8-tetrahydro-1,6-naphthyridin-3-yl)octahydro-2H-pyrano[3,2-c]pyridine